(3E)-18,18-dibutoxy-3-octadecen-1-ol C(CCC)OC(CCCCCCCCCCCCC/C=C/CCO)OCCCC